C(C)(=O)N1C2=C(OCC(C1)=O)C=C(C=N2)Br 5-acetyl-8-bromo-4,5-dihydropyrido[3,2-b][1,4]oxazepin-3(2H)-one